ClC=1C=C2C(=CC(=NC2=CC1)C(F)(F)F)N[C@@H]1C[C@@H](CCC1)NC(=O)C1=CC=NN1C1CCC1 N-[(1R,3S)-3-{[6-chloro-2-(trifluoromethyl)quinolin-4-yl]amino}cyclohexyl]-1-cyclobutyl-1H-pyrazole-5-carboxamide